Cl.CNC(CC[C@H](N)C(=O)OC)=O methyl N5-methylglutaminate hydrochloride